2-(3-(5-isopropoxy-4-(trifluoromethyl)pyridin-2-yl)-1,2,4-thiadiazol-5-ylamino)-N,N-dimethylpyridine-3-sulfonamide C(C)(C)OC=1C(=CC(=NC1)C1=NSC(=N1)NC1=NC=CC=C1S(=O)(=O)N(C)C)C(F)(F)F